[Br-].BrCC1=CC=C(C[N+](C)(C)C)C=C1 4-(bromomethyl)benzyl-trimethylammonium bromide